FC1=CC=C(C=C1)NC(=O)C1(CC1)C(=O)NC1=CC=C(C=C1)OC1=C2C(=NC=C1)NC(=C2)C(NCCN2CCOCC2)=O 1-N'-(4-fluorophenyl)-1-N-[4-[[2-(2-morpholin-4-ylethylcarbamoyl)-1H-pyrrolo[2,3-b]pyridin-4-yl]oxy]phenyl]cyclopropane-1,1-dicarboxamide